N1N=CC2=CC=C(C=C12)NC1=NC=C2NC=NC2=N1 2-((1H-indazol-6-yl)amino)-7H-purine